(3-methyl-2-(2H-tetrazol-2-yl)phenyl)methylamine CC=1C(=C(C=CC1)CN)N1N=CN=N1